3-[5-[(1R)-1-(3,5-dimethylpyridazin-4-yl)ethoxy]-1H-indazol-3-yl]-5-(6-methyl-2,6-diazaspiro[3.3]heptan-2-yl)benzonitrile CC=1N=NC=C(C1[C@@H](C)OC=1C=C2C(=NNC2=CC1)C=1C=C(C#N)C=C(C1)N1CC2(C1)CN(C2)C)C